COC1=CC=C2C3C(COC2=C1)C1=C(O3)C=C(C=C1)OC 3,9-Dimethoxy-6a,11a-dihydro-6H-[1]benzofuro[3,2-c]chromene